C(C=CC1=CC=CC=C1)(=O)OC1=C(C=C(C=C1)CNC(=O)N)OC 2-methoxy-4-((E)-ureidomethyl)phenyl Cinnamate